4-bromo-2-fluoro-2,3-dihydro-1H-inden-1-ol BrC1=C2CC(C(C2=CC=C1)O)F